[I-].CN1C(C(C2=CC=CC=C12)(C)C)=CC=CC=CC1=[N+](C2=CC=CC=C2C1(C)C)C (5-(1,3-dihydro-1,3,3-trimethyl-2H-indol-2-ylidene)-1,3-pentadien-1-yl)-1,3,3-trimethyl-3H-indolium iodide